Propan-1-amine C(CC)N